2-(4-methoxyphenyl)-4,6-bis(tribromomethyl)-1,3,5-triazine COC1=CC=C(C=C1)C1=NC(=NC(=N1)C(Br)(Br)Br)C(Br)(Br)Br